3-((5Z)-5-((Z)-2-(trifluoromethyl)-3-(3,5-difluorophenyl)allylidene)-4-oxo-2-thioxo-thiazolidin-3-yl)propionic acid FC(\C(\C=C/1\C(N(C(S1)=S)CCC(=O)O)=O)=C/C1=CC(=CC(=C1)F)F)(F)F